(R)-3-{5-[4-(3,5-dimethylpyridin-2-yl)piperazine-1-carbonyl]pyridin-2-yl}-3-ethylpyrrolidine-2,5-dione CC=1C(=NC=C(C1)C)N1CCN(CC1)C(=O)C=1C=CC(=NC1)[C@@]1(C(NC(C1)=O)=O)CC